cobalt methane C.[Co]